Tetradecyl-eicosanoic acid C(CCCCCCCCCCCCC)C(C(=O)O)CCCCCCCCCCCCCCCCCC